N1CCCC12CCNCC2 1,8-diazaspiro[4.5]Decane